N-(2-((4-((5-ethyl-2-methoxy-4-(4-(4-methylpiperazin-1-yl)piperidin-1-yl)phenyl)amino)-1,3,5-triazin-2-yl)amino)phenyl)methanesulfonamide C(C)C=1C(=CC(=C(C1)NC1=NC(=NC=N1)NC1=C(C=CC=C1)NS(=O)(=O)C)OC)N1CCC(CC1)N1CCN(CC1)C